FC(C(=O)Cl)(CCCCCCC)F 2,2-difluorononanoyl chloride